tert-Butyl 3-(4-(1,1-difluoro-2-hydroxy-2-methylpropoxy)-7-(thiazol-2-yl)benzo[d]oxazol-2-yl)-3,6-diazabicyclo[3.1.1]heptane-6-carboxylate FC(C(C)(C)O)(OC1=CC=C(C2=C1N=C(O2)N2CC1N(C(C2)C1)C(=O)OC(C)(C)C)C=1SC=CN1)F